ClC1(CC1)C(CN1NC=NC1=S)(CC1=C(C=CC=C1)Cl)O 2-[2-(1-chlorocyclopropyl)-3-(2-chlorophenyl)-2-hydroxypropyl]-1,2-dihydro-3H-1,2,4-triazole-3-thione